(S)-4-((tetrahydrofuran-3-yl)oxy)benzoyl chloride O1C[C@H](CC1)OC1=CC=C(C(=O)Cl)C=C1